C(C)(C)(C)C1=NC(=NO1)C(=O)NCC1=C(C=C(C(=C1)F)C1=NC=NN2C1=CC=C2)Cl 5-(tert-butyl)-N-(2-chloro-5-fluoro-4-(pyrrolo[2,1-f][1,2,4]triazin-4-yl)benzyl)-1,2,4-oxadiazole-3-carboxamide